FC1=C(C(=C(C(=C1F)N)F)F)C1=CC=CC=C1 2,3,5,6-tetrafluoro-[1,1'-biphenyl]-4-amine